FC=1C=C(C=CC1F)NN 3,4-difluorophenylhydrazine